dibutyl benzene-1,2-dicarboxylate C=1(C(=CC=CC1)C(=O)OCCCC)C(=O)OCCCC